ClC=1C=C(C=C(C1)Cl)C1=NC(=CC(=C1)CN1CCC(CC1)COC(NC)=O)OC=1C=NC(=CC1)N1CCNCC1 (1-((2-(3,5-dichlorophenyl)-6-((6-(piperazin-1-yl)pyridin-3-yl)oxy)pyridin-4-yl)methyl)piperidin-4-yl)methylmethylcarbamate